N-(4-chloro-1-(tetrahydro-2H-pyran-2-yl)-1H-indazol-5-yl)-5-(3-(oxazol-2-yl)phenyl)-1,3,4-oxadiazol-2-amine ClC1=C2C=NN(C2=CC=C1NC=1OC(=NN1)C1=CC(=CC=C1)C=1OC=CN1)C1OCCCC1